tris(oxiranylmethyl)1,2,4-benzenetricarboxylic acid O1C(C1)CC=1C(=C(C(=C(C1C(=O)O)C(=O)O)CC1OC1)C(=O)O)CC1OC1